(5-isopropoxypyridin-2-yl)methanol C(C)(C)OC=1C=CC(=NC1)CO